C1=CN=NNNN=C1 (+)-[3H]pentazocine